F[P-](F)(F)(F)(F)F.[NH2+]1N=NC2=C1C=CC=C2 1H-benzotriazolium hexafluorophosphate